CC1N(CC(C12CCN(CC2)C([C@H](NC(C2=C(C=CC(=C2)C(F)(F)F)F)=O)C(C)C)=O)C2=CC=C(C=C2)F)C(=O)O.CC2=CC=C(C=C2)NC(=NC2=CC=CC=C2)N N-(4-methylphenyl)-N''-phenyl-guanidine methyl-8-((2-fluoro-5-(trifluoromethyl)benzoyl)-D-valyl)-4-(4-fluorophenyl)-2,8-diazaspiro[4.5]decane-2-carboxylate